BrC1=CC(=C(C=C1F)C(=O)N1CCCCC1)C1=NOC=C1 (4-bromo-2-isoxazolyl-5-fluorophenyl)(piperidin-1-yl)methanone